(3-(4-((1R,5S)-3,8-diazabicyclo[3.2.1]octan-3-yl)-8-fluoro-2-((tetrahydro-1H-pyrrolizin-7a(5H)-yl)methoxy)quinazolin-7-yl)-1H-indol-4-yl)methanol [C@H]12CN(C[C@H](CC1)N2)C2=NC(=NC1=C(C(=CC=C21)C2=CNC1=CC=CC(=C21)CO)F)OCC21CCCN1CCC2